C(C)N1CCN(CC1)CCNC=1C=NC2=CC=C(N=C2C1)C=1C(=NNC1)C1=NC(=CC=C1)C N-[2-(4-ethylpiperazin-1-yl)ethyl]-6-[3-(6-methyl-2-pyridyl)-1H-pyrazol-4-yl]-1,5-naphthyridin-3-amine